(E)-3-methyl-5-styryl-isoxazolo[5,4-c]pyridine CC1=NOC2=CN=C(C=C21)\C=C\C2=CC=CC=C2